methyl 5-(bromomethyl)-4-(4,4,5,5-tetramethyl-1,3,2-dioxaborolan-2-yl)thiophene-2-carboxylate BrCC1=C(C=C(S1)C(=O)OC)B1OC(C(O1)(C)C)(C)C